N-(3-methoxybenzyl)-N-(4-morpholinophenylmethyl)pyridin-4-amine COC=1C=C(CN(C2=CC=NC=C2)CC2=CC=C(C=C2)N2CCOCC2)C=CC1